4-(4-amino-5-{3-fluoro-4-[(4-methylpyrimidin-2-yl)oxy]phenyl}-7-methylpyrrolo[3,2-d]pyrimidin-6-yl)-3-methyl-1,2,3,6-tetrahydropyridine-1-carboxylic acid 2-methylpropan-2-yl ester CC(C)(C)OC(=O)N1CC(C(=CC1)C1=C(C=2N=CN=C(C2N1C1=CC(=C(C=C1)OC1=NC=CC(=N1)C)F)N)C)C